BrC1=C(C(=O)OC(C)(C)C)C=CC(=N1)Cl tert-butyl 2-bromo-6-chloronicotinate